C(C)C1(CCCCC1)C(=O)[O-] 1-ethylcyclohexanecarboxylate